5-(((2S,6S)-4-(4-fluorophenethyl)-2,6-dimethyl-4-(pyridin-2-yl)piperidin-1-yl)methyl)-2-methylpyridine FC1=CC=C(CCC2(C[C@@H](N([C@H](C2)C)CC=2C=CC(=NC2)C)C)C2=NC=CC=C2)C=C1